N1=C(NC=2C=NC=CC21)C2=NNC=1C2=NC=CC1 3-(3H-imidazo[4,5-C]pyridine-2-yl)-1H-pyrazolo[4,3-B]pyridine